C(C)(=O)NC=1C=C(OC=2C=C(C=C(C2)C)C=2C3=C(C(N(C2)C)=O)NC(=C3)C(=O)NCC)C=CC1C 4-(3-(3-acetamido-4-methylphenoxy)-5-methylphenyl)-N-ethyl-6-methyl-7-oxo-6,7-dihydro-1H-pyrrolo[2,3-c]pyridine-2-carboxamide